2-methoxyethyl (1S,2R,5R)-2-(hydroxycarbamoyl)-3-((6-((1-isobutyl-1H-pyrazol-4-yl)oxy)pyridin-3-yl)sulfonyl)-3,8-diazabicyclo[3.2.1]octane-8-carboxylate ONC(=O)[C@H]1[C@@H]2CC[C@H](CN1S(=O)(=O)C=1C=NC(=CC1)OC=1C=NN(C1)CC(C)C)N2C(=O)OCCOC